6-((2-carbonyl-1,3-oxazepin-3-yl)methyl)-3,4-dihydro-1,8-naphthyridine-1(2H)-carboxamide C(=O)=C1OC=CC=CN1CC=1C=C2CCCN(C2=NC1)C(=O)N